Sodium 3-iodopropane-1-sulfonate ICCCS(=O)(=O)[O-].[Na+]